2-[3-[(E)-2-(5-hydroxy-2-pyridyl)vinyl]-1-tetrahydropyran-2-yl-indazol-6-yl]thio-N-methyl-benzamide OC=1C=CC(=NC1)/C=C/C1=NN(C2=CC(=CC=C12)SC1=C(C(=O)NC)C=CC=C1)C1OCCCC1